1-(2-bromopyridin-4-yl)-2-(pyridin-2-yl)ethanol BrC1=NC=CC(=C1)C(CC1=NC=CC=C1)O